(S,E)-2-((1-(p-tolyl)propylidene)amino)tetrahydroimidazo[1,5-a]pyridine-1,3(2H,5H)-dione C1(=CC=C(C=C1)\C(\CC)=N\N1C(N2[C@@H](CCCC2)C1=O)=O)C